R-3-(4-Chlorophenyl)-N-((4-chlorophenyl)sulfonyl)-4-phenyl-4,5-dihydro-1H-pyrazole-1-carbothioamide ClC1=CC=C(C=C1)C1=NN(C[C@H]1C1=CC=CC=C1)C(NS(=O)(=O)C1=CC=C(C=C1)Cl)=S